6-[(2S)-2-aminopropyl]-5-fluoro-N-[(furan-2-yl)methyl]-2-methyl-7H-pyrrolo[2,3-d]pyrimidin-4-amine N[C@H](CC1=C(C2=C(N=C(N=C2NCC=2OC=CC2)C)N1)F)C